BrC=1C(=CC(=NC1)Cl)C=O 5-bromo-2-chloro-4-Pyridinecarboxaldehyde